(2R)-2-[6-(5-chloro-2-{[(1R,3S)-3-hydroxycyclopentyl]amino}pyrimidin-4-yl)-1-oxo-2,3-dihydro-1H-isoindol-2-yl]-N-[(1S)-1-(3-fluoro-5-methoxyphenyl)-2-hydroxyethyl]propanamide ClC=1C(=NC(=NC1)N[C@H]1C[C@H](CC1)O)C1=CC=C2CN(C(C2=C1)=O)[C@@H](C(=O)N[C@H](CO)C1=CC(=CC(=C1)OC)F)C